6-chloro-2-methyl-5-(4-methyl-3-pyridinyl)-3(2H)-pyridazinone ClC=1C(=CC(N(N1)C)=O)C=1C=NC=CC1C